nickel-copper ammonia N.[Cu].[Ni]